ClC=1C=C(C=CC1)N1CC=C(C=C1)[N+](=O)[O-] N-(3-chlorophenyl)-4-nitropyridin